1-(4-(6-isopropyl-5-(8-methoxy-[1,2,4]triazolo[1,5-a]pyridin-6-yl)-4H-pyrrolo[3,2-d]thiazol-2-yl)piperidin-1-yl)-2-methylpropan-2-ol C(C)(C)C1=C(NC2=C1N=C(S2)C2CCN(CC2)CC(C)(O)C)C=2C=C(C=1N(C2)N=CN1)OC